chloroisobutyryl chloride ClC(C(=O)Cl)(C)C